N-(2-cyclopropyl-4-iodo-5-methylphenyl)-N-(5-(((3S,4S)-4-methoxytetrahydrofuran-3-yl)oxy)-3-methylpyridin-2-yl)but-2-ynamide C1(CC1)C1=C(C=C(C(=C1)I)C)N(C(C#CC)=O)C1=NC=C(C=C1C)O[C@H]1COC[C@@H]1OC